(6-(hydroxymethyl)pyridin-2-yl)-3-methyl-1H-pyrazol-5-ol OCC1=CC=CC(=N1)N1N=C(C=C1O)C